CN([C@H]1CN(CC1)C1=C(C=C(C(=N1)OCC(F)(F)F)NC(C)=O)[N+](=O)[O-])C (R)-N-(6-(3-(dimethylamino)pyrrolidin-1-yl)-5-nitro-2-(2,2,2-Trifluoroethoxy)pyridin-3-yl)acetamide